C([C@@H]1[C@H]([C@H]([C@H](O1)OP(=O)(O)OP(=O)(O)O)O)O)OP(=O)(O)O The molecule is a derivative of alpha-D-ribose having a phosphate group at the 5-position and a diphosphate at the 1-position. It has a role as a human metabolite, a plant metabolite, an Escherichia coli metabolite and a mouse metabolite. It derives from an alpha-D-ribose. It is a conjugate acid of a 5-O-phosphonato-alpha-D-ribofuranosyl diphosphate(5-).